(1RS,4SR)-4',6-dichloro-1-methyl-2'-(methylthio)-5',8'-dihydro-6'H-spiro[isochromane-4,7'-quinazoline] ClC1=NC(=NC=2C[C@]3(CCC12)CO[C@@H](C1=CC=C(C=C13)Cl)C)SC |r|